COC1=CC=C(C=C1)C(OC[C@@]1(O[C@H](COC1)N1C(NC(C(=C1)C)=O)=O)COC(CCC(=O)O)=O)(C1=CC=CC=C1)C1=CC=C(C=C1)OC 4-[[(2R,6R)-2-[[bis(4-methoxyphenyl)-phenyl-methoxy]methyl]-6-(5-methyl-2,4-dioxo-pyrimidin-1-yl)-1,4-dioxane-2-yl]methoxy]-4-oxo-butyric acid